ClC=1C=C2CC[C@H](C2=CC1)C#N (R)-5-CHLORO-2,3-DIHYDRO-1H-INDENE-1-CARBONITRILE